(±)-1-((2-(3-Fluoropiperidin-1-yl)pyridin-4-yl)methyl)-3-(2-(1-(trifluoromethyl)cyclopropyl)ethyl)urea F[C@H]1CN(CCC1)C1=NC=CC(=C1)CNC(=O)NCCC1(CC1)C(F)(F)F |r|